rac-2-fluoro-6-(1-hydroxy-2-((3aR,5s,6aS)-5-(4-methoxyphenoxy)hexahydrocyclopenta[c]pyrrol-2(1H)-yl)ethyl)pyridin-3-ol FC1=NC(=CC=C1O)C(CN1C[C@@H]2[C@H](C1)CC(C2)OC2=CC=C(C=C2)OC)O